CN1N=CC(=C1)C=1N=C(C=2N(C1)N=CC2)O[C@H]2[C@H]1CC[C@@H](C2)N1C(=O)OC(C)(C)C |r| rac-tert-butyl (1R,2R,4S)-2-((6-(1-methyl-1H-pyrazol-4-yl)pyrazolo[1,5-a]pyrazin-4-yl)oxy)-7-azabicyclo[2.2.1]heptane-7-carboxylate